ClC1=CC(=NC(=C1O)Cl)C(=O)NC1=C2C(N(C(=NC2=C(C=C1)C)C)CC1=C(C=CC=C1)OC(F)(F)F)=O 4,6-dichloro-N-(2,8-dimethyl-4-oxo-3-(2-(trifluoromethoxy)benzyl)-3,4-dihydroquinazolin-5-yl)-5-hydroxypicolinamide